6-Bromo-5-chloro-1-(3,4-difluoro-5-(methoxymethoxy)phenyl)-1H-indazole BrC1=C(C=C2C=NN(C2=C1)C1=CC(=C(C(=C1)OCOC)F)F)Cl